Cyclopropyl-(3-(6-(1-(difluoromethyl)-1H-pyrazol-4-yl)-3-fluoropyrrolo[1,2-b]pyridazin-4-yl)-3,8-diazabicyclo[3.2.1]oct-8-yl)methanone C1(CC1)C(=O)N1C2CN(CC1CC2)C=2C=1N(N=CC2F)C=C(C1)C=1C=NN(C1)C(F)F